C[C@@H](C(=O)OC[C@H](C)NC(C)C)CC(=O)N1CC(CCC1)N1N=C(C=2C1=NC=NC2N)C2=CC=C(C=C2)OC2=CC=CC=C2 (S)-2-(isopropylamino)propan-1-ol methyl-(R)-4-(3-(4-amino-3-(4-phenoxyphenyl)-1H-pyrazolo[3,4-d]pyrimidin-1-yl)piperidin-1-yl)-4-oxobutanoate